OC[C@H](C1=CC=CC=C1)NC1=NC(=NC=C1C=1OC=NN1)NC1=CC2=C(S(OC2(C)C)=O)C=C1 5-((4-(((S)-2-hydroxy-1-phenylethyl)amino)-5-(1,3,4-oxadiazol-2-yl)pyrimidin-2-yl)amino)-3,3-dimethyl-3H-benzo[c][1,2]oxathiole 1-oxide